FC=1C=C(C=CC1)C(C1=CN(C=C1)S(=O)(=O)C1=CC=C(C)C=C1)([2H])[2H] 3-((3-fluorophenyl)methyl-d2)-1-tosyl-1H-pyrrole